5-(2,6-bis(benzyloxy)pyridin-3-yl)-1-methyl-1H-indole-2-carboxylic acid C(C1=CC=CC=C1)OC1=NC(=CC=C1C=1C=C2C=C(N(C2=CC1)C)C(=O)O)OCC1=CC=CC=C1